C(#N)C=1C=C(C=NC1N1N=CC=N1)NC(=O)C1CC(C=2C=3N(N=CC21)C=C(N3)C(F)F)(C)C N-(5-cyano-6-(2H-1,2,3-triazol-2-yl)pyridin-3-yl)-2-(difluoromethyl)-9,9-dimethyl-8,9-dihydro-7H-cyclopenta[d]imidazo[1,2-b]pyridazine-7-carboxamide